ClC=1C=NN(C(C1Cl)=O)C(C(=O)NC1=CC(=C(C=C1)C)S(=O)(=O)CCCC1=CC=CC=C1)C 2-(4,5-dichloro-6-oxo-pyridazin-1-yl)-N-[4-methyl-3-(3-phenylpropylsulfonyl)phenyl]propanamide